[Si](C)(C)(C(C)(C)C)O[C@@H]([C@H](CC#N)OCC1CCC1)C1=CC(=C(C(=C1)OC)C)OC (3s,4r)-4-((tert-butyldimethylsilyl)oxy)-3-(cyclobutylmethoxy)-4-(3,5-dimethoxy-4-methylphenyl)butyronitrile